FC1=C(C=C(C=C1)CC1=NNC(C2=C(C=CC=C12)C)=O)C1=CC2=C(NC(=N2)NC(OC)=O)C=C1 Methyl (5-(2-fluoro-5-((5-methyl-4-oxo-3,4-dihydrophthalazin-1-yl)methyl)phenyl)-1H-benzoimidazol-2-yl)carbamate